C(=C)[Sn](CC)(CC)C=C divinyl-diethyl-tin